ClC1=NC=C(C(=N1)NC1=C(C=C(C=C1)C)P(C)(C)=O)Cl (2-((2,5-dichloropyrimidin-4-yl)amino)-5-methylphenyl)dimethylphosphine oxide